6-fluoro-3-(o-tolyl)-3,4-dihydroquinazolin FC=1C=C2CN(C=NC2=CC1)C1=C(C=CC=C1)C